FC(C=1N=C2N(N=C(C(=C2)C)N2CC=3C=C(C=NC3CC2)C=2C(=NN(C2)C)C)C(C1)=O)F 2-(difluoromethyl)-7-(3-(1,3-dimethyl-1H-pyrazol-4-yl)-7,8-dihydro-1,6-naphthyridin-6(5H)-yl)-8-methyl-4H-pyrimido[1,2-b]pyridazin-4-one